CC(C=CC=CC)=O 3,5-heptadien-2-one